COC(=O)C=1C=C(C=2N(C1N)C=NC2)Br 5-amino-8-bromoimidazo[1,5-a]pyridine-6-carboxylic acid methyl ester